C(C)(=O)N[C@@H](CC(=O)O)C(=O)NC(C(=O)NCC1=C(C=CC(=C1)OCCC1CNCCC1)C)CN(C1=CC=CC=C1)C(=O)OC (3S)-3-acetamido-4-((3-((methoxycarbonyl)(phenyl)amino)-1-((2-methyl-5-(2-(piperidin-3-yl)ethoxy)benzyl)amino)-1-oxopropan-2-yl)amino)-4-oxobutanoic acid